bicyclo-[2.2.2]Octane-1-carboxylic acid methyl ester COC(=O)C12CCC(CC1)CC2